(2s,3s,4r,5r)-5-(2-(5-fluoropyridin-3-yl)-6-(methylamino)-9H-purin-9-yl)-3,4-dihydroxy-N-methyltetrahydrofuran-2-carboxamide FC=1C=C(C=NC1)C1=NC(=C2N=CN(C2=N1)[C@H]1[C@@H]([C@@H]([C@H](O1)C(=O)NC)O)O)NC